CC(CO)(COC1CC(CCC1C(C)C)C)O 2-methyl-3-(menthoxy)propane-1,2-diol